C(C)C=1C=C(C=CC1)[C@@H](CC)N=C=O (R)-1-(3-ethylphenyl)propyl isocyanate